FC=1C=C(C#N)C=CC1OCC1=NC(=CC=C1)SC1CCNCC1 3-fluoro-4-((6-(piperidin-4-ylthio)pyridin-2-yl)methoxy)benzonitrile